C1(CC1)C=1NC=2C(=NC(=CC2)C)N1 2-Cyclopropyl-5-methyl-imidazo[4,5-b]pyridin